[Na+].[Na+].[Na+].CC1=C(C=C(C(=C1)C)P(C1=CC(=C(C=C1C)C)S(=O)(=O)[O-])C1=CC(=C(C=C1C)C)S(=O)(=O)[O-])S(=O)(=O)[O-] tris(4,6-dimethyl-3-sulfophenyl)phosphine trisodium salt